FC1=C(C=C2C(=C(N(C2=C1)C1=CC(=C(C=C1)F)C)C(C)C)CCC(=O)O)OC 3-(6-fluoro-1-(4-fluoro-3-methylphenyl)-2-isopropyl-5-methoxy-1H-indol-3-yl)propanoic acid